[Na].[Na].[SiH3]O[SiH3] disiloxane disodium